C(CCCC)C1C(CCC1)=O 2-Pentylcyclopentanon